S(=O)(=O)(O)OOS(=O)(=O)O.COCC1=CC=C(C=C1)C1=NC(=NC=C1)N1C(CN(CC1)C(=O)NC1(CCN2CCC1CC2)C)C(F)(F)F 4-(4-(4-(methoxymethyl)phenyl)pyrimidin-2-yl)-N-(4-methyl-1-azabicyclo[3.2.2]non-4-yl)-3-(trifluoromethyl)piperazine-1-carboxamide persulfate